Laurylcitrate C(CCCCCCCCCCC)C(C(=O)[O-])C(O)(C(=O)[O-])CC(=O)[O-]